C1(\C=C\CCCCCCCCCC)C(=O)OC1=O trans-2-tridecene-1,1-dicarboxylic anhydride